[F-].ClC1=CC=C(C=C1)S(=O)(=O)NS(=O)(=O)C1=CC=C(C=C1)C 4-chloro-N-[(4-methylphenyl)sulfonyl]benzenesulfonamide fluoride